2-(2-(7-(3-(Aminomethyl)-2-fluorophenyl)benzofuran-5-yl)-4-ethyl-3,4-dihydro-2H-benzo[b][1,4]oxazin-8-yl)acetic acid ethyl ester C(C)OC(CC1=CC=CC2=C1OC(CN2CC)C=2C=C(C1=C(C=CO1)C2)C2=C(C(=CC=C2)CN)F)=O